N1(=C2C(=CC=C1)CCC2)=O 5H,6H,7H-1lambda5-cyclopenta[b]pyridin-1-one